2-chloro-4-(5-azaspiro[2.3]hexane-5-yl)pyrimidine ClC1=NC=CC(=N1)N1CC2(CC2)C1